[Br].C(CCCCCCC\C=C/CCCCCCCC)(=O)O oleic acid bromine